6-Heptacosenoic acid C(CCCCC=CCCCCCCCCCCCCCCCCCCCC)(=O)O